ClC=1C(=NC(=NC1)NC1=C(C=C(C=C1)N1CCC(CC1)N1CCN(CC1)C)OC)NC1=C(C=CC=C1)S(=O)(=O)C(C)C 5-chloro-N4-(2-(isopropylsulfonyl)phenyl)-N2-(2-methoxy-4-(4-(4-methylpiperazin-1-yl)piperidin-1-yl)phenyl)pyrimidine-2,4-diamine